ClC=1C(=NC(=C(C1)F)C1=C(C(=C(C=C1)C(F)(F)F)C=C)Cl)C(=O)OC Methyl 3-chloro-6-(2-chloro-4-(trifluoromethyl)-3-vinylphenyl)-5-fluoropicolinate